(1R,2S,3R,5R)-3-[5-(4-benzyl-1,3-thiazol-2-yl)-2-chloropyrrolo[2,3-d]pyrimidin-7-yl]-5-[1-(2,2,2-trifluoroethyl)-5,6-dihydro-2H-pyridin-3-yl]cyclopentane-1,2-diol C(C1=CC=CC=C1)C=1N=C(SC1)C1=CN(C=2N=C(N=CC21)Cl)[C@H]2[C@@H]([C@@H]([C@H](C2)C=2CN(CCC2)CC(F)(F)F)O)O